2,2,2-trifluoro-N-methylethan-amine hydrochloride Cl.FC(CNC)(F)F